CN1C(=NC=C1)C(N)=N 1-methyl-1H-imidazole-2-carboximidamide